C(#N)C=1C=NN2C1C(=CC(=C2)C=2C=NN(C2)C)C=2N=CC(=NC2)N2C[C@@H]1[C@H](C2)CC(C1)(C)NC(C1=NC=CC=C1F)=O N-((3aR,5s,6aS)-2-(5-(3-cyano-6-(1-methyl-1H-pyrazol-4-yl)pyrazolo[1,5-a]pyridin-4-yl)pyrazin-2-yl)-5-methyloctahydrocyclopenta[c]pyrrol-5-yl)-3-fluoropicolinamide